4-((1R,2S)-2-((cyclopropylmethyl)amino)cyclopropyl)-5-methyl-N-(5-methyl-1,3,4-thiadiazol-2-yl)thiophene-2-carboxamide C1(CC1)CN[C@@H]1[C@H](C1)C=1C=C(SC1C)C(=O)NC=1SC(=NN1)C